FC1(CN(CC1)C(=O)C=1C=C2N=C(C=NC2=CC1)C1=CC=2C(N=C1)=NN(C2)C)F (3,3-difluoro-1-pyrrolidinyl)(3-(2-methyl-2H-pyrazolo[3,4-b]pyridin-5-yl)-6-quinoxalinyl)methanone